ClC1=CC2=C(OC3=C2C=CC=C3)C(=C1)B1OC(C(O1)(C)C)(C)C 2-(2-chlorodibenzo[b,d]furan-4-yl)-4,4,5,5-tetramethyl-1,3,2-dioxaborolan